2-morpholinooxazole-4-carboxylic acid ethyl ester C(C)OC(=O)C=1N=C(OC1)N1CCOCC1